IC1=CC=C(OCC(=O)O)C=C1 4-Iodophenoxyacetic Acid